C(CC)(=O)C1=CC=C(OCCCC(=O)NC2=C(C(=O)NC3=C(C(=O)O)C=CC=C3)C=CC=C2)C=C1 2-(2-(4-(4-propionylphenoxy)butyrylamino)benzoylamino)benzoic acid